C(CCC)OC butylmethyl ether